Methyl 2-((4-(2-(4-chloro-2-fluorophenyl)-2-methylbenzo[d][1,3]dioxolan-4-yl)-6-oxo-3,6-dihydropyridin-1(2H)-yl) methyl)-1-(((S)-oxetan-2-yl) methyl)-1H-benzo[d]imidazole-6-carboxylate ClC1=CC(=C(C=C1)C1(OC2=C(O1)C=CC=C2C=2CCN(C(C2)=O)CC2=NC1=C(N2C[C@H]2OCC2)C=C(C=C1)C(=O)OC)C)F